CC=1SC2=C(N1)C=C(C(=C2)NC2=CC1=C(C=N2)N(C(N1C1CCOCC1)=O)C)C 6-((2,5-Dimethylbenzo[d]thiazol-6-yl)amino)-3-methyl-1-(tetrahydro-2H-pyran-4-yl)-1,3-dihydro-2H-imidazo[4,5-c]pyridin-2-one